9-(6-cyanopyridin-3-yl)-N-methyl-7,10-dioxo-6-(4-(trifluoromethyl)benzyl)-2,6,9-triazaspiro[4.5]-decane-2-carboxamide C(#N)C1=CC=C(C=N1)N1CC(N(C2(CCN(C2)C(=O)NC)C1=O)CC1=CC=C(C=C1)C(F)(F)F)=O